1,3-bis[(3-ethyloxetan-3-yl)methoxy]-2-(2-oxiranylmethoxy)propane C(C)C1(COC1)COCC(COCC1(COC1)CC)OCC1OC1